(2S)-1-[(9Z,12Z)-octadeca-9,12-dien-1-yloxy]nonan-2-amine C(CCCCCCC\C=C/C\C=C/CCCCC)OC[C@H](CCCCCCC)N